N[C@H](C(O)=S)CCC (2S)-2-aminopentanethioic acid